(2S,6R)-2-amino-6-hydroxy-6-methyl-2-(4-(trifluoromethyl)phenyl)cyclohexan-1-one hydrochloride Cl.N[C@]1(C([C@](CCC1)(C)O)=O)C1=CC=C(C=C1)C(F)(F)F